2-((6-bromo-2-chloropyridin-3-yl)oxy)-3-methoxypropan-1-ol BrC1=CC=C(C(=N1)Cl)OC(CO)COC